4-fluoro-N-(4-methyl-1-(2,2,2-trifluoroethyl)-1H-pyrazol-3-yl)pyrrolidine-2-carboxamide FC1CC(NC1)C(=O)NC1=NN(C=C1C)CC(F)(F)F